C(C)(C)(C)OC(=O)N[C@H](C(=O)O)[C@@H](C)OC=1C(=NC=CC1)[N+](=O)[O-] (2S,3R)-2-((tert-Butoxycarbonyl)amino)-3-((2-nitropyridin-3-yl)oxy)butanoic acid